benzyl (1R,2S)-2-(hydroxymethyl)cyclopropane-1-carboxylate OC[C@@H]1[C@@H](C1)C(=O)OCC1=CC=CC=C1